[CH3-].CC1=CC2=C(C=C1C)N(C=N2)[C@@H]3[C@@H]([C@@H]([C@H](O3)CO)OP(=O)([O-])O[C@H](C)CNC(=O)CC[C@@]\\4([C@H]([C@@H]5[C@]6([C@@]([C@@H](C(=N6)/C(=C\\7/[C@@]([C@@H](C(=N7)/C=C\\8/C([C@@H](C(=N8)/C(=C4\\[N-]5)/C)CCC(=O)N)(C)C)CCC(=O)N)(C)CC(=O)N)/C)CCC(=O)N)(C)CC(=O)N)C)CC(=O)N)C)O.[Co] The molecule is an alkylcob(III)alamin and a member of cobalamins. It has a role as a mouse metabolite, a cofactor and a human metabolite.